N1=CC(=CC=C1)C1=CC=C(C=C1)NC(NC=1SC=CC1C(=O)N)=O (3-(4-(pyridin-3-yl)phenyl)ureido)thiophene-3-carboxamide